2,3-dibenzyloxybenzaldehyde C(C1=CC=CC=C1)OC1=C(C=O)C=CC=C1OCC1=CC=CC=C1